((2S,5S)-9-chloro-2,3-dihydro-2,5-methanopyrido[3,4-f][1,4]oxazepin-4(5H)-yl)(1-(difluoromethyl)cyclobutyl)methanone ClC1=CN=CC=2[C@H]3N(C[C@@H](OC21)C3)C(=O)C3(CCC3)C(F)F